N-(2-(4-((4-(2-acetyl-5-fluoro-1H-indol-3-yl)-1H-1,2,3-triazol-1-yl)methyl)piperidin-1-yl)ethyl)-2',6'-dimethoxy-2-methyl-[1,1'-biphenyl]-4-sulfonamide C(C)(=O)C=1NC2=CC=C(C=C2C1C=1N=NN(C1)CC1CCN(CC1)CCNS(=O)(=O)C1=CC(=C(C=C1)C1=C(C=CC=C1OC)OC)C)F